C(=C)N(CCNCCC[Si](OC)(OC)OC)CC1=CC=CC=C1 N-[2-(vinylbenzylamino)ethyl]-3-aminopropyl-trimethoxysilane